C(C)(C)(C)OC(=O)N1[C@H](CCC1)[C@@H]([C@@H](C1=CC(=CC=C1)F)C1=CC=C(C=C1)C#N)OS(=O)(=O)C (R)-2-((1R,2R)-2-(4-cyanophenyl)-2-(3-fluorophenyl)-1-((methylsulfonyl)oxy)ethyl)pyrrolidine-1-carboxylic acid tert-butyl ester